[V].O(C(C(=O)C1=CC=CC=C1)C(C)=O)C(C(=O)C1=CC=CC=C1)C(C)=O oxo-bis(1-phenyl-1,3-butanedione) vanadium